N1([C@@H](C=CC1)C(=O)OC(C)(C)C)C(=O)OC(C)(C)C 1,2-di-tert-butyl (2S)-2,5-dihydropyrrole-1,2-dicarboxylate